N1-((S)-5-methyl-7-(3-morpholinoprop-1-yn-1-yl)-4-oxo-2,3,4,5-tetrahydrobenzo[b][1,4]oxazepin-3-yl)-N2-((R)-1-phenyl-ethyl)oxalamide CN1C2=C(OC[C@@H](C1=O)NC(C(=O)N[C@H](C)C1=CC=CC=C1)=O)C=CC(=C2)C#CCN2CCOCC2